C12CNCC(CS1)N2 3,8-diaza-7-thiabicyclo[3.2.1]octane